N-(6-(2H-1,2,3-triazol-2-yl)-5-(trifluoromethyl)pyridin-3-yl)-2'-chloro-4'-fluoro-3-isopropyl-[1,1'-biphenyl]-4-carboxamide N=1N(N=CC1)C1=C(C=C(C=N1)NC(=O)C1=C(C=C(C=C1)C1=C(C=C(C=C1)F)Cl)C(C)C)C(F)(F)F